4-(4-(3-(5-oxo-5,6-dihydro-1,6-naphthyridin-7-yl)propyl)piperazin-1-yl)benzonitrile O=C1C=2C=CC=NC2C=C(N1)CCCN1CCN(CC1)C1=CC=C(C#N)C=C1